4-{2-[3-(benzyloxy)-1-ethyl-4-methyl-1H-pyrrol-2-yl]-1,3-thiazol-4-yl}-N-[(2,4-dimethoxyphenyl)methyl]-1-methyl-1H-pyrazolo[4,3-c]pyridine-6-carboxamide C(C1=CC=CC=C1)OC1=C(N(C=C1C)CC)C=1SC=C(N1)C1=NC(=CC2=C1C=NN2C)C(=O)NCC2=C(C=C(C=C2)OC)OC